1,3-dicarbonyl-cyclohexane C(=O)=C1CC(CCC1)=C=O